C1(=CC=CC=C1)C1=CC(=CC(=C1)C1=NC(=NC(=C1)C1=CC(=CC=C1)Cl)C1=CC=CC=C1)C1=CC=CC=C1 4-([1,1':3',1''-terphenyl]-5'-yl)-6-(3-chlorophenyl)-2-phenylpyrimidine